C(=O)C1=CC=C(C(C(=O)O)=C1)O 5-Formyl-Salicylic Acid